CN(C(N(C1=CC=CC=C1)C)=O)C1=CC=CC=C1 Dimethyl-diphenyl-urea